(R)-2-methyl-N-[(5S)-1'-(6-methyl-7-phenyl-pyrazolo[1,5-a]pyrazin-4-yl)-2-(triisopropylsilyloxymethyl)spiro[5,7-dihydrocyclopenta[b]pyridine-6,4'-piperidine]-5-yl]propane-2-sulfinamide CC(C)(C)[S@@](=O)N[C@@H]1C=2C(=NC(=CC2)CO[Si](C(C)C)(C(C)C)C(C)C)CC12CCN(CC2)C=2C=1N(C(=C(N2)C)C2=CC=CC=C2)N=CC1